FC=1C=C2C=NN(C2=CC1C=1C=2C=NN(C2C(=CC1)OC(F)(F)F)CC(=O)NCC(=O)NCC(=O)OC)C methyl 2-(2-{2-[5'-fluoro-1'-methyl-7-(trifluoromethoxy)-[4,6'-biindazol]-1-yl] acetamido}acetamido)acetate